ClC1=NC(=C(C(=N1)C(=O)[O-])Cl)CN[C@@H](COC[C@H]1OC1)C 2,5-dichloro-6-[(R)-1-methyl-2-((S)-1-oxiranylmethoxy)-ethylamino]Methyl-pyrimidine-4-carboxylate